4,4',4'',4'''-(1,1,2,2-ethanetetrayl)tetrakis(2-methylphenol) C(C(C1=CC(=C(C=C1)O)C)C1=CC(=C(C=C1)O)C)(C1=CC(=C(C=C1)O)C)C1=CC(=C(C=C1)O)C